(R)-3-(3-fluoro-4-(6-(2-methyl-2H-tetrazol-5-yl)pyridin-3-yl)phenyl)-5-(1-hydroxy-2,2,2-trifluoroethyl)oxazolidin-2-one phosphate P(=O)(O)(O)O.FC=1C=C(C=CC1C=1C=NC(=CC1)C=1N=NN(N1)C)N1C(O[C@H](C1)C(C(F)(F)F)O)=O